VINYL-PIPERAZIN C(=C)N1CCNCC1